[Cl-].C[N+](CCC[SiH](OC)OC)(CCCCCCCCCCCCCCCC)CCCCCCCCCCCCCC methyl-tetradecyl-hexadecyl-[3-(dimethoxysilyl)propyl]ammonium chloride